C(C#C)N1C=NC2=CC=CC=C2C1=O 3-(prop-2-yn-1-yl)quinazolin-4(3H)-one